(1S,3R,4S)-2-(7-chloro-1H-indole-2-carbonyl)-5,5-difluoro-N-((S,E)-4-fluoro-4-(methylsulfonyl)-1-((R)-2-oxopyrrolidin-3-yl)but-3-en-2-yl)-2-azabicyclo[2.2.2]octane-3-carboxamide ClC=1C=CC=C2C=C(NC12)C(=O)N1[C@@H]2CC([C@H]([C@@H]1C(=O)N[C@@H](C[C@@H]1C(NCC1)=O)\C=C(\S(=O)(=O)C)/F)CC2)(F)F